C1(=CC=CC=C1)N1CCCC2=CC=CC=C12 1-phenyl-1,2,3,4-tetrahydroquinoline